NCCOC=1N=C(C2=C(N1)C(=C(N=C2)C2=CC=CC1=CC=CC(=C21)Cl)F)N2C[C@H]1CC[C@@H](C2)N1C(=O)OC(C)(C)C tert-butyl (1R,5S)-3-(2-(2-aminoethoxy)-7-(8-chloronaphthalen-1-yl)-8-fluoropyrido[4,3-d]pyrimidin-4-yl)-3,8-diazabicyclo[3.2.1]octane-8-carboxylate